C1(=CC=CC=C1)NC(=S)NCC N-phenyl-N'-ethylthiourea